CS(=O)(=O)NC(=O)C1=NC(=C(C=C1)NCC#CC=1C=C2C(=CC=CN2C1CC(F)(F)F)N[C@@H]1[C@H](CN(CC1)C)F)OC([2H])([2H])[2H] N-(Methylsulfonyl)-5-((3-(8-(((3S,4S)-3-fluoro-1-methylpiperidin-4-yl)amino)-3-(2,2,2-trifluoroethyl)indolizine-2-yl)prop-2-yn-1-yl)amino)-6-(methoxy-d3)pyridine-2-carboxamide